5-(5-chlorobenzo[d]thiazol-2-yl)pyrrolidin-3-ol hydrochloride Cl.ClC=1C=CC2=C(N=C(S2)C2CC(CN2)O)C1